C(C)(C)(C)N(C(O)=O)[C@H]1CN(C[C@@H]1F)C(C)=O.C1(CC1)C=1C=CC(=NC1)NC1=C(C=C(C=C1)NC(C=C)=O)C1=NC=CC=C1 N-(4-((5-cyclopropylpyridin-2-yl)amino)-3-(pyridin-2-yl)phenyl)acrylamide tert-butyl-((3S,4S)-1-acetyl-4-fluoropyrrolidin-3-yl)carbamate